O1C(=NC2=C1C=CC=C2)CSC2=NC1=NC=CN=C1C(N2CCC2=CC=CC=C2)=O 2-((benzo[d]oxazol-2-ylmethyl)thio)-3-phenethylpteridin-4(3H)-one